tert-butyl ((2R,3S)-3-(((((3R,3aS,6aR)-hexahydrofuro[2,3-b]furan-3-yl)oxy)carbonyl)amino)-2-hydroxy-4-(4-hydroxyphenyl)butyl)(isobutyl)carbamate O1C[C@@H]([C@H]2[C@@H]1OCC2)OC(=O)N[C@H]([C@@H](CN(C(OC(C)(C)C)=O)CC(C)C)O)CC2=CC=C(C=C2)O